(4-((2-(1H-pyrazol-4-yl)ethyl)amino)-5,6-dimethylpyrimidin-2-yl)(2-(3-fluorophenyl)piperazin-1-yl)methanone N1N=CC(=C1)CCNC1=NC(=NC(=C1C)C)C(=O)N1C(CNCC1)C1=CC(=CC=C1)F